NCCNCCO 2-(2-aminoethyl)Aminoethanol